(-)-2-((1R,2R)-2',6'-dihydroxy-5-methyl-4'-pentyl-1,2,3,4-tetrahydro-[1,1'-biphenyl]-2-yl)propan-2-yl 2,2,2-trifluoroacetate FC(C(=O)OC(C)(C)[C@H]1[C@@H](C=C(CC1)C)C1=C(C=C(C=C1O)CCCCC)O)(F)F